C1N(CCC2=CC=CC=C12)C[C@H](CN1C(C2=CC=C(C=C2CC1)C=1C=NC=CC1)=O)O 2-[(2R)-3-(3,4-dihydro-1H-isoquinolin-2-yl)-2-hydroxy-propyl]-6-(3-pyridyl)-3,4-dihydroisoquinolin-1-one